[H-].[Na+].C1(CCCC1)OC=1C=C(C(=O)O)C=C(C1C(NS(N(C)C)(=O)=O)=O)N1CCCC1 3-(cyclopentyloxy)-4-((N,N-dimethylsulfamoyl)carbamoyl)-5-(pyrrolidin-1-yl)benzoic acid Sodium hydride